[Si](C)(C)(C(C)(C)C)O[Si](C)(C)C(C)(C)C TBDMS ether